C(=O)(C=C)NC([C@@H](N)CC1=CC=CC=C1)=O N-acrylphenylalaninamide